C(C)(C)(C)OC(=O)N[C@H](C(=O)OC)CCCCO methyl (S)-2-((tert-butoxycarbonyl) amino)-6-hydroxycaproate